tert-butyl N-{2-[4-(5-cyclopropyl-1-{[2-(trimethylsilyl)ethoxy] methyl}pyrazolo[3,4-b]pyridin-3-yl)piperidine-1-carbonyl]-5-(trifluoromethoxy) phenyl}carbamate C1(CC1)C=1C=C2C(=NC1)N(N=C2C2CCN(CC2)C(=O)C2=C(C=C(C=C2)OC(F)(F)F)NC(OC(C)(C)C)=O)COCC[Si](C)(C)C